1-ethoxy-1-oxopropan-2-yl 2-chloro-5-(perfluorophenoxy)benzoate ClC1=C(C(=O)OC(C(=O)OCC)C)C=C(C=C1)OC1=C(C(=C(C(=C1F)F)F)F)F